CC1(CC(=CC=C1)C1=CC=CC=C1)C 3,3-Dimethylbiphenyl